NC1=CC(=C(C=C1F)O)F 4-amino-2,5-difluorophenol